ClC1=CC=C(C=C1)C1CCC=2SC(=C(C21)C(=O)N)NC(CC2=NC=CN=C2)=O (4-chlorophenyl)-2-[(2-pyrazin-2-ylacetyl)amino]-5,6-dihydro-4H-cyclopenta[b]thiophene-3-carboxamide